[3-[(1R)-1-[[5-[(1R,5S)-8-tert-butoxycarbonyl-3,8-diazabicyclo[3.2.1]oct-3-yl]-2-methyl-benzoyl]amino]ethyl]-5-methoxy-phenyl]-1-ethyl-pyrrole-2-carboxylic acid C(C)(C)(C)OC(=O)N1[C@H]2CN(C[C@@H]1CC2)C=2C=CC(=C(C(=O)N[C@H](C)C=1C=C(C=C(C1)OC)C1=C(N(C=C1)CC)C(=O)O)C2)C